ClC1=C(C=NNC(N)=N)C=CC=C1C 2-(2-Chloro-3-methylbenzylidene)hydrazinecarboximidamide